ClC1=C2C(=NC=C1)NCC2(C2CC2)C=2C=C(C=CC2)N2C(CN(CC2)CCCN2CCNCC2)=O 1-(3-{4-chloro-3-cyclopropyl-1H-pyrrolo[2,3-b]pyridin-3-yl}phenyl)-4-[3-(piperazin-1-yl)propyl]piperazin-2-one